[Cl-].C1(=CC=C(C=C1)C)C(C)C.[Ru+3].[Cl-].[Cl-] ruthenium (p-cymene) chloride